1-((2-((4-(6-((4-chloro-2-fluorobenzyl)oxy)-5-fluoropyridin-2-yl)piperidin-1-yl)methyl)-5-(5-(trifluoromethyl)-4H-1,2,4-triazol-3-yl)pyridin-3-yl)methyl)cyclopropane-1-carbonitrile ClC1=CC(=C(COC2=C(C=CC(=N2)C2CCN(CC2)CC2=NC=C(C=C2CC2(CC2)C#N)C2=NN=C(N2)C(F)(F)F)F)C=C1)F